ClC1=C(C=C(C=C1)N(S(=O)(=O)CC)CC1=NC=C(C=C1)C(=O)NN)C N-(4-chloro-3-methylphenyl)-N-((5-(hydrazinecarbonyl)pyridin-2-yl)methyl)ethanesulfonamide